C(#N)C1=CC=C(C2=C1C=C(O2)C)COC2=CC=CC(=N2)C2CCN(CC2)CC2=NC1=C(N2C[C@H]2OCC2)C=C(C=C1)C(=O)O (S)-2-((4-(6-((4-cyano-2-Methylbenzofuran-7-yl)methoxy)pyridin-2-yl)piperidin-1-yl)methyl)-1-(oxetane-2-ylmethyl)-1H-Benzo[d]imidazole-6-carboxylic acid